C(=C/C=CCCCC)/C(C#C)([Si](C)(C)C)O cis-octadienyl-TMS-propargyl alcohol